O=C1N(CCC(N1)=O)C=1C=C2CCN(CC2=CC1)C(=O)C1CCC(CC1)C(=O)O (1R,4R)-4-(6-(2,4-DIOXOTETRAHYDROPYRIMIDIN-1(2H)-YL)-1,2,3,4-TETRAHYDROISOQUINOLINE-2-CARBONYL)CYCLOHEXANE-1-CARBOXYLIC ACID